tert-butyl (4-(1-(4-chlorophenyl)-1H-pyrazol-4-yl)cyclohex-3-en-1-yl)carbamate ClC1=CC=C(C=C1)N1N=CC(=C1)C1=CCC(CC1)NC(OC(C)(C)C)=O